6-acetyl-1-(2-((2-(3-chloro-2-fluorophenylmethylamino)-2-oxoethyl)(cyclopropyl)-amino)-2-oxo-ethyl)-1H-indazole-3-carboxamide C(C)(=O)C1=CC=C2C(=NN(C2=C1)CC(=O)N(C1CC1)CC(=O)NCC1=C(C(=CC=C1)Cl)F)C(=O)N